C(O[C@@H]1[C@](O[C@H](C1)N1C2=NC(=NC(=C2N=C1)N)F)(CO)C#C)(OC1COC(CCCCCCCCCCCC(OC1)=O)=O)=O (2R,3S,5R)-5-(6-amino-2-fluoro-9H-purin-9-yl)-2-ethynyl-2-(hydroxymethyl)tetrahydrofuran-3-yl (6,18-dioxo-1,5-dioxacyclooctadecan-3-yl) carbonate